ClC1=C(C(=CC(=C1)CN1CCN(CC1)CC)F)N1C=NC(=C1)C1=NC(=NC=C1C(F)(F)F)N[C@H]1[C@@H](CN(CC1)S(=O)(=O)C)F 4-(1-(2-Chloro-4-((4-ethylpiperazin-1-yl)methyl)-6-fluorophenyl)-1H-imidazol-4-yl)-N-((3R,4R)-3-fluoro-1-(methylsulfonyl)piperidin-4-yl)-5-(trifluoromethyl)pyrimidin-2-amine